CNC(=O)N1CC2=CC=C(C=C2C1)C(F)(F)F N-methyl-5-(trifluoromethyl)isoindoline-2-carboxamide